ethyl (S)-2-((6-((4-chloro-2-fluorobenzyl)oxy)-3',6'-dihydro-[2,4'-bipyridin]-1'(2'H)-yl)methyl)-3-(oxetan-2-ylmethyl)-3H-imidazo[4,5-b]pyridine-5-carboxylate ClC1=CC(=C(COC2=CC=CC(=N2)C=2CCN(CC2)CC2=NC=3C(=NC(=CC3)C(=O)OCC)N2C[C@H]2OCC2)C=C1)F